FC=1C=C(C=C(C1)F)[C@@H]1CCN2N1C(C1(C2)CCN(CC1)C1=NC(=CC=C1)N1N=C(C=C1)C)=O (S)-7'-(3,5-difluorophenyl)-1-(6-(3-methyl-1H-pyrazol-1-yl)pyridin-2-yl)dihydro-1'H,3'H,5'H-spiro[piperidine-4,2'-pyrazolo[1,2-a]pyrazol]-1'-one